menthyloxypropanediol C1(CC(C(CC1)C(C)C)OC(CC)(O)O)C